3-hydroxy-1-(5-(isopropylsulfanyl)-4-(4-(trifluoromethyl)phenyl)thiazol-2-yl)-1H-pyrazole OC1=NN(C=C1)C=1SC(=C(N1)C1=CC=C(C=C1)C(F)(F)F)SC(C)C